2-(2,6-dioxopiperidin-3-yl)-1-oxo-N-((S)-1-(pyridin-2-yl)ethyl)isoindoline-5-carboxamide O=C1NC(CCC1N1C(C2=CC=C(C=C2C1)C(=O)N[C@@H](C)C1=NC=CC=C1)=O)=O